OCCOC1=CC=C(C=C1)C(C)=O 1-(4-(2-hydroxyethoxy)phenyl)ethanone